CN(C=1C=C2C(=CN(C(C2=CN1)=O)C)C1=CC(=C(CN2CCC(CC2)C=2C=C3CN(C(C3=CC2)=O)C2C(NC(CC2)=O)=O)C(=C1)OC)OC)C 3-(5-(1-(4-(6-(dimethylamino)-2-methyl-1-oxo-1,2-dihydro-2,7-naphthyridin-4-yl)-2,6-dimethoxybenzyl)piperidin-4-yl)-1-oxoisoindolin-2-yl)piperidine-2,6-dione